[4-[(2R)-8-[[(1R)-1-[2-fluoro-3-(trifluoromethyl)phenyl]ethyl]carbamoyl]-2-methyl-2,3-dihydroimidazo[1,2-a]pyridin-6-yl]cyclohex-3-en-1-yl] imidazole-1-carboxylate N1(C=NC=C1)C(=O)OC1CC=C(CC1)C=1C=C(C=2N(C1)C[C@H](N2)C)C(N[C@H](C)C2=C(C(=CC=C2)C(F)(F)F)F)=O